N-(3-((2-((1-(1-isopropylpiperidin-4-yl)-3-methyl-1H-pyrazol-4-yl)amino)-5-(trifluoromethyl)pyrimidin-4-yl)amino)propyl)cyclobutanecarboxamide C(C)(C)N1CCC(CC1)N1N=C(C(=C1)NC1=NC=C(C(=N1)NCCCNC(=O)C1CCC1)C(F)(F)F)C